N1=C(C=C(C=C1)N)C=1C=NC=CC1 [2,3'-bipyridine]-4-amine